ClC1=C(C(=CC=C1)F)C1=NOC(=C1C(=O)OCC)C=1C=NN(C1C(F)(F)F)CC(C)([2H])O ethyl 3-(2-chloro-6-fluorophenyl)-5-{1-[2-hydroxy(2-2H)propyl]-5-(trifluoromethyl)-1H-pyrazol-4-yl}-1,2-oxazole-4-carboxylate